ClC=1C=C(C=CC1N1N=CC=N1)NC(=O)C=1C=NN(C1C(F)(F)F)C=1C=2C3=C(C(NC3=CC1)=O)C=CC2 N-(3-chloro-4-(2H-1,2,3-triazol-2-yl)phenyl)-1-(2-Oxo-1,2-dihydrobenzo[cd]indol-6-yl)-5-(trifluoromethyl)-1H-pyrazole-4-carboxamide